CC1C[NH2+]CC(C1)C 3,5-dimethyl-piperidinium